C(C)(C)OC=1C=CC(=NC1)C1=NNC(=N1)NC1=NC=CC=C1C N-(3-(5-Isopropoxypyridin-2-yl)-1H-1,2,4-triazol-5-yl)-3-methylpyridin-2-amine